(S)-1-(3-(cyclopropylsulfonyl)phenoxy)-3-((R)-8-(quinolin-3-ylsulfonyl)-1-oxa-8-azaspiro[4.5]decan-3-ylamino)propan-2-ol C1(CC1)S(=O)(=O)C=1C=C(OC[C@H](CN[C@H]2COC3(C2)CCN(CC3)S(=O)(=O)C=3C=NC2=CC=CC=C2C3)O)C=CC1